O[C@H](/C=C/[C@H]1[C@@H]2OC[C@H]([C@@H]1C\C=C/CCCC(=O)O)C2)CCCCC (Z)-7-[(1S,4R,5R,6S)-5-[(E,3S)-3-hydroxyoct-1-enyl]-3-oxabicyclo[2.2.1]heptan-6-yl]hept-5-enoic acid